COCCCNC1=CC=2N(C(=C1)C1=CC=C(C#N)C=C1)N=CN2 4-{7-[(3-methoxypropyl)amino]-[1,2,4]triazolo[1,5-a]pyridin-5-yl}benzonitrile